BrC=1C=C(C=NC1)N1C(CCC1)=O 1-(5-bromopyridin-3-yl)pyrrolidin-2-one